N1=NN(C2=NC=CC=C21)C2=CC=C(C(=O)N([C@H]1COCCC1)C1=NC=CC=C1Cl)C=C2 (R)-4-(3H-[1,2,3]triazolo[4,5-b]pyridin-3-yl)-N-(3-chloropyridin-2-yl)-N-(tetrahydro-2H-pyran-3-yl)benzamide